4-(2-bromo-5-ethyl-7-oxo-4,7-dihydro-[1,2,4]triazolo[1,5-a]pyrimidin-6-yl)-1,4-diazacyclopentane Tert-butyl-heptane-1-carboxylate C(C)(C)(C)OC(=O)CCCCCCC.BrC1=NN2C(NC(=C(C2=O)N2CCNC2)CC)=N1